ClC=1N=C(C2=C(N1)C=NC(=C2)Cl)Cl 2,4,6-trichloro-pyrido[3,4-d]pyrimidine